ClC=1C=C2C=C(N(C2=CC1)C)C1=C(SC(C1)C1=CC=CC=C1)C1=CC=CC=C1 5-Chloro-2-(2,5-diphenyl-4,5-dihydrothiophen-3-yl)-1-methyl-1H-indole